C(C)(C)(C)OC(N[C@H](C(=O)N1[C@@H](C[C@H](C1)O)C(N[C@@H](CO)C1=CC=C(C=C1)C1=C(N=CS1)C)=O)C(C)(C)C)=O tert-butyl-N-[(2S)-1-[(2S,4R)-4-hydroxy-2-{[(1R)-2-hydroxy-1-[4-(4-methyl-1,3-thiazol-5-yl)phenyl]ethyl]carbamoyl} pyrrolidin-1-yl]-3,3-dimethyl-1-oxobutan-2-yl]carbamate